N-(3-(methoxymethyl)-2,3-dihydro-[1,4]dioxino[2,3-b]pyridin-7-yl)-1,1-diphenylmethanimine COCC1COC=2C(=NC=C(C2)N=C(C2=CC=CC=C2)C2=CC=CC=C2)O1